OCC1CN(CC1)C(=O)C1=CC=C(C=C1)C1=CC=CN2C1=NC(=CC2=O)C(F)(F)F 9-(4-((3-(hydroxymethyl)pyrrolidin-1-yl)carbonyl)phenyl)-2-(trifluoromethyl)-4H-pyrido[1,2-a]pyrimidin-4-one